2-methylpropan-2-yl[(4-hydroxyquinolin-2-yl){[(2-Methylpropan-2-yl)oxy]carbonyl}amino]formate CC(C)(C)OC(=O)N(C(=O)OC(C)(C)C)C1=NC2=CC=CC=C2C(=C1)O